tert-butyl (S)-((4-((1-benzylpyrrolidin-3-yl)amino)-3-bromo-2,6-difluorophenyl)sulfonyl)(isothiazol-3-yl)carbamate C(C1=CC=CC=C1)N1C[C@H](CC1)NC1=C(C(=C(C(=C1)F)S(=O)(=O)N(C(OC(C)(C)C)=O)C1=NSC=C1)F)Br